ClC=1C=C(N(C)CC2=CC(=NO2)C=2OC(=NN2)C(F)F)C=CC1 3-chloro-N-({3-[5-(difluoromethyl)-1,3,4-oxadiazol-2-yl]-1,2-oxazol-5-yl}methyl)-N-methylaniline